C(CCCCCCCCCCCCC)N(CCN1CCN(CC1)CCN(CCN(CCCCCCCCCCCC)CCCCCCCCCCCC)CCCCCCCCCCCC)CCCCCCCCCCCCCC N1-(2-(4-(2-(ditetradecylamino)ethyl)piperazin-1-yl)ethyl)-N1,N2,N2-tridodecylethane-1,2-diamine